(R)-5-amino-3-(2-(4-(2-fluoro-4-(methylsulfinyl)phenyl)piperazin-1-yl)ethyl)-8-(furan-2-yl)thiazolo[5,4-e][1,2,4]triazolo[1,5-c]pyrimidin-2(3H)-one NC1=NC2=C(C=3N1N=C(N3)C=3OC=CC3)SC(N2CCN2CCN(CC2)C2=C(C=C(C=C2)[S@](=O)C)F)=O